(R)-2-((2-(4-cyanophenyl)-propyl)amino)-N-(5-(2,4-dimethyl-3-oxopiperazin-1-yl)pyridin-2-yl)-2-phenylacetamide C(#N)C1=CC=C(C=C1)C(CN[C@@H](C(=O)NC1=NC=C(C=C1)N1C(C(N(CC1)C)=O)C)C1=CC=CC=C1)C